C[C@@H]1OCC2([C@@H]1N)CCN(CC2)C2=NC=C(C=1N2C=CN1)SC1=C(C=CC=C1)SC (3S,4S)-3-methyl-8-(8-((2-(methylthio)phenyl)thio)imidazo[1,2-c]pyrimidin-5-yl)-2-oxa-8-azaspiro[4.5]decan-4-amine